4-(2-(4-(Benzo[d]isothiazol-3-yl)piperazin-1-yl)ethyl)-1-methylcyclohexane-1-amine S1N=C(C2=C1C=CC=C2)N2CCN(CC2)CCC2CCC(CC2)(N)C